3-((3,4-dimethoxyphenethyl) imino)-2-phenylacrylate COC=1C=C(CCN=C=C(C(=O)[O-])C2=CC=CC=C2)C=CC1OC